5-(7-fluoro-2-methyl-2H-indazol-5-yl)-2-{3-[(3S)-3-(prop-2-yl)piperazin-1-yl]-1,2,4-triazin-6-yl}pyridin-3-ol hydrochloride Cl.FC1=CC(=CC2=CN(N=C12)C)C=1C=C(C(=NC1)C1=CN=C(N=N1)N1C[C@@H](NCC1)C(C)C)O